CCCCCCCCCCCCCC(N)N 13-tridecylmethylenediamine